BrC1=CC=C(CNC2=C(C=C(C(=O)OCC)C=C2[N+](=O)[O-])OC)C=C1 ethyl 4-((4-bromobenzyl) amino)-3-methoxy-5-nitrobenzoate